N1C[C@H](CCC1)C(NS(=O)(=O)C)([2H])[2H] (S)-N-(piperidin-3-ylmethyl-d2)Methanesulfonamide